FC=1C(=C(C=CC1F)[C@H]1[C@H](O[C@@]([C@@H]1C)(C(F)(F)F)C)C(=O)NC1=CC(=NC=C1C)C(=O)N)OC 4-[[(2S,3s,4r,5s)-3-(3,4-difluoro-2-methoxy-phenyl)-4,5-dimethyl-5-(trifluoromethyl)tetrahydrofuran-2-carbonyl]amino]-5-methyl-pyridine-2-carboxamide